N[C@@H](C)C(=O)OCCCCCCCCCCCCCCCC hexadecyl L-alaninate